C(C)(C)(C)OC(=O)N1CC2=C(NC=3C=CC=CC23)CC1 1,3,4,5-tetrahydropyrido[4,3-b]Indole-2-carboxylic acid tert-butyl ester